3-(5-(4-((4-(((7-(cyclopropylmethoxy)-5-fluoro-4-oxo-3,4-dihydroquinazolin-2-yl)methyl)thio)piperidin-1-yl)methyl)piperidin-1-yl)-1-oxoisoindolin-2-yl)piperidine-2,6-dione C1(CC1)COC1=CC(=C2C(NC(=NC2=C1)CSC1CCN(CC1)CC1CCN(CC1)C=1C=C2CN(C(C2=CC1)=O)C1C(NC(CC1)=O)=O)=O)F